FC1=C2C(N(C(NC2=CC=C1F)=O)[C@@H](C(=O)N[C@@H](C)C1=C(C=C(C=C1)F)F)C)=O (R)-2-(5,6-difluoro-2,4-dioxo-1,4-dihydroquinazolin-3(2H)-yl)-N-((S)-1-(2,4-difluorophenyl)ethyl)propanamide